BrC=1C=C2C(=NC1C=NS(=O)C(C)(C)C)N(N=C2)COCC[Si](C)(C)C N-((5-bromo-1-((2-(trimethylsilyl)ethoxy)methyl)-1H-pyrazolo[3,4-b]pyridin-6-yl)methylene)-2-methylpropane-2-sulfinamide